3-((8-aminooctyl)amino)-N-(4,5-dimethylthiazol-2-yl)-2-methylbenzamide NCCCCCCCCNC=1C(=C(C(=O)NC=2SC(=C(N2)C)C)C=CC1)C